FC(C(=O)O)(F)F.FC(C1=CC=C(OCCC=2C=C3C(=CNC3=CC2)N)C=C1)(F)F 5-[2-[4-(Trifluoromethyl)phenoxy]ethyl]-1H-indol-3-amine trifluoroacetic acid salt